NC1(CCCC1)COC=1C=C(C=C(C1C#N)SC)C1=CN=C2N1C(=CC(=C2)C(=O)OCC)C#N Ethyl 3-(3-((1-aminocyclopentyl) methoxy)-4-cyano-5-(methylthio) phenyl)-5-cyanoimidazo[1,2-a]pyridine-7-carboxylate